(3S)-3-(2',6'-dichloro-4,4'-difluoro-5-methyl-[1,1'-biphenyl]-3-yl)-3-(2-(5-(2-(dimethylamino)ethyl)-2-oxo-4-(trifluoromethyl)pyridin-1(2H)-yl)-4-methylpentanamido)propanoic acid ClC1=C(C(=CC(=C1)F)Cl)C1=CC(=C(C(=C1)C)F)[C@H](CC(=O)O)NC(C(CC(C)C)N1C(C=C(C(=C1)CCN(C)C)C(F)(F)F)=O)=O